3-[Cyclohexylamino]-2-hydroxy-1-propanesulfonic acid C1(CCCCC1)NCC(CS(=O)(=O)O)O